(2R)-2-(pyridin-3-yl)pyrrolidin N1=CC(=CC=C1)[C@@H]1NCCC1